3-[(1-hydroxycyclopropyl)methoxy]-2,3-dihydro-1H-isoindol-1-on OC1(CC1)COC1NC(C2=CC=CC=C12)=O